7-(5-(2-chloro-4-fluorophenoxy)pyrimidin-4-yl)-2-azaspiro[4.4]Nonane-2-carboxylic acid tert-butyl ester C(C)(C)(C)OC(=O)N1CC2(CC1)CC(CC2)C2=NC=NC=C2OC2=C(C=C(C=C2)F)Cl